2-amino-N-(2,6-dioxopiperidin-3-yl)isonicotinamide NC=1C=C(C(=O)NC2C(NC(CC2)=O)=O)C=CN1